2,3,4,5-Tetrahydro-1-(4-hydroxyphenyl)-1H-3-benzazepine-7,8-diol methanesulfonate salt CS(=O)(=O)O.OC1=CC=C(C=C1)C1CNCCC2=C1C=C(C(=C2)O)O